C(C)(C)(C)N[C@@H](CC=1C(=NC(=C(C1)OCCCOC)OC)C=O)C(C)C tert-butyl-(S)-(1-(2-formyl-6-methoxy-5-(3-methoxypropoxy)pyridin-3-yl)-3-methylbutan-2-yl)amine